methyl 4-{[4-({bis[(tert-butoxy)carbonyl]amino}methyl)-3-fluorophenyl]carbamoyl}bicyclo[2.2.2]octane-1-carboxylate C(C)(C)(C)OC(=O)N(C(=O)OC(C)(C)C)CC1=C(C=C(C=C1)NC(=O)C12CCC(CC1)(CC2)C(=O)OC)F